FC(C1=CC=NC=C1C(=O)Cl)(F)F 4-(trifluoromethyl)nicotinoyl chloride